6-(benzo[d]isothiazol-6-yl)-1-methyl-1,3-dihydro-2H-imidazo[4,5-b]pyridin-2-one S1N=CC2=C1C=C(C=C2)C=2C=C1C(=NC2)NC(N1C)=O